tert-butyl-3-((3-(5-(2-(2H-1,2,3-triazol-2-yl)acetyl)-2-isopropoxyphenyl)-4-oxo-3,4-dihydroquinazolin-2-yl)methyl)-3,8-diazabicyclo[3.2.1]octane C(C)(C)(C)C12CN(CC(CC1)N2)CC2=NC1=CC=CC=C1C(N2C2=C(C=CC(=C2)C(CN2N=CC=N2)=O)OC(C)C)=O